N-(3-fluorophenyl)-6-(6,7-dimethoxyquinoline-4-oxy)-3,4-dihydroquinoline-1(2H)-carboxamide methanesulfonate CS(=O)(=O)O.FC=1C=C(C=CC1)NC(=O)N1CCCC2=CC(=CC=C12)OC1=CC=NC2=CC(=C(C=C12)OC)OC